BrC1=C(SC=2C1=NC(=CC2N(CC=2SC=CC2)C(=O)OC(C)(C)C)Cl)C2CCN(CCC2=O)C(=O)OC(C)(C)C tert-butyl 4-(3-bromo-7-((tert-butoxycarbonyl)(thiophen-2-ylmethyl)amino)-5-chlorothieno[3,2-b]pyridin-2-yl)-5-oxoazepane-1-carboxylate